COCCOC=1C2=C(N=CN1)CN(CC2)C(=O)OC(C)(C)C tert-Butyl 4-(2-methoxyethoxy)-5,8-dihydropyrido[3,4-d]pyrimidine-7(6H)-carboxylate